α-oxo-gluTaric acid O=C(C(=O)O)CCC(=O)O